2-chloro-N-[2-(1H-indol-3-yl)ethyl]-7,7-dimethyl-6,8-dihydropyrimido[5,4-b][1,4]oxazin-4-amine ClC=1N=C(C=2OCC(NC2N1)(C)C)NCCC1=CNC2=CC=CC=C12